2,2'-Azinobis-(3-Ethylbenzthiazolin-6-Sulfonic Acid) N(N=C1SC2=C(N1CC)C=CC(=C2)S(=O)(=O)O)=C2SC1=C(N2CC)C=CC(=C1)S(=O)(=O)O